FC(C(=O)O)(F)F.NC=1C(=NC(=CN1)C1=C(C=CC(=C1)C(C(F)(F)F)(CO)O)C([2H])([2H])[2H])C(=O)NC1CCOCC1 3-Amino-6-(2-(methyl-d3)-5-(1,1,1-trifluoro-2,3-dihydroxypropan-2-yl)phenyl)-N-(tetrahydro-2H-pyran-4-yl)pyrazine-2-carboxamide, trifluoroacetate Salt